methyl 7-(1-(adamantan-1-ylmethyl)-5-methyl-1H-pyrazol-4-yl)-3-oxo-3,4-dihydro-2H-pyrido[3,2-b][1,4]oxazine-8-carboxylate C12(CC3CC(CC(C1)C3)C2)CN2N=CC(=C2C)C2=C(C=3OCC(NC3N=C2)=O)C(=O)OC